(1S,2S)-2-((6-(4-((((benzyloxy)carbonyl)amino)methyl)-3-methylisoxazol-5-yl)-2-methylpyridin-3-yl)carbamoyl)cyclohexane-1-carboxylic acid C(C1=CC=CC=C1)OC(=O)NCC=1C(=NOC1C1=CC=C(C(=N1)C)NC(=O)[C@@H]1[C@H](CCCC1)C(=O)O)C